2,2,3,3,4,4,5,5-octafluoropentyl α-fluoroacrylate FC(C(=O)OCC(C(C(C(F)F)(F)F)(F)F)(F)F)=C